C3-chloro-4-methyl-5-oxo-2-(tetrahydro-2H-pyran-2-yl)-4,5-dihydro-2H-pyrazolo[4,3-b]pyridin-7-yl triflate O(S(=O)(=O)C(F)(F)F)C=1C=2C(N(C(C1)=O)C)=C(N(N2)C2OCCCC2)Cl